2,3-dicyclohexyl-2-methylsuccinic acid diethyl ester C(C)OC(C(C(C(=O)OCC)C1CCCCC1)(C)C1CCCCC1)=O